(1r,4r)-4-((5-(1-(3,3-difluoropropyl)-1H-benzo[d][1,2,3]triazol-6-yl)-4-methoxypyrrolo[2,1-f][1,2,4]triazin-2-yl)amino)-1-methylcyclohexan-1-ol FC(CCN1N=NC2=C1C=C(C=C2)C=2C=CN1N=C(N=C(C12)OC)NC1CCC(CC1)(O)C)F